C1(CC1)C(C=CS(=O)(=O)C)NC(=O)C=1C(=NC(=NC1)N1CC(C1)F)OC1=CC=CC=C1 N-(1-cyclopropyl-3-(methylsulfonyl)allyl)-2-(3-fluoroazetidin-1-yl)-4-phenoxypyrimidine-5-carboxamide